N-(4-Cyanobenzyl)-6-((1-(N-(1-hydroxy-2-methylpropan-2-yl)sulfamoyl)cyclopropyl)methyl)-1-methyl-7-oxo-4,5,6,7-tetrahydro-1H-pyrazolo[3,4-c]pyridine-3-carboxamide C(#N)C1=CC=C(CNC(=O)C2=NN(C=3C(N(CCC32)CC3(CC3)S(NC(CO)(C)C)(=O)=O)=O)C)C=C1